Tetrahydrofurfurylphenylacetat C(C1CCCO1)C(C(=O)[O-])C1=CC=CC=C1